1-(2-methyl-4-(6-(1-methyl-1H-pyrazol-4-yl)pyrazolo[1,5-a]pyrazin-4-yl)benzyl)-4-neopentylpiperazin-2-one hydrochloride Cl.CC1=C(CN2C(CN(CC2)CC(C)(C)C)=O)C=CC(=C1)C=1C=2N(C=C(N1)C=1C=NN(C1)C)N=CC2